C[C@H]1[C@@H]2[C@@H](C(=O)[C@]3([C@H]([C@]2(C=CC1=O)C)CC[C@@H]\\4[C@@]3(C[C@@H](/C4=C(/CCC=C(C)C)\\C(=O)[O-])OC(=O)C)C)C)OC(=O)C The molecule is the steroid acid anion formed by loss of a proton from the carboxy group of helvolic acid; major microspecies at pH 7.3. It is a conjugate base of a helvolic acid.